[N+](=O)([O-])C1=CC=C(C=C1)C1(COCC1)C(=O)OCC ethyl 3-(4-nitrophenyl)tetrahydrofuran-3-carboxylate